(S)-1-(1-(phenylsulfonyl)-1H-pyrrolo[3,2-c]pyridin-2-yl)ethan-1-amine hydrochloride Cl.C1(=CC=CC=C1)S(=O)(=O)N1C(=CC=2C=NC=CC21)[C@H](C)N